C=1(OC=C2C=CC=CC12)B(O)O isobenzofuran-1-boronic acid